ClC=1C(=NC2=CC(=CC(=C2C1)Cl)CCC1=C[C@H]([C@H]2[C@@H]1OC(O2)(C)C)N2C=CC1=C2N=CN=C1Cl)N 3,5-Dichloro-7-(2-((3aS,4R,6aR)-4-(4-chloro-7H-pyrrolo[2,3-d]pyrimidin-7-yl)-2,2-dimethyl-3a,6a-dihydro-4H-cyclopenta[d][1,3]dioxol-6-yl)ethyl)quinolin-2-amine